(±)-tert-butyl (1S,2R,3R,5R)-3-((6-chloropyridazin-3-yl)amino)-2-fluoro-8-azabicyclo[3.2.1]octane-8-carboxylate ClC1=CC=C(N=N1)N[C@H]1[C@H]([C@@H]2CC[C@H](C1)N2C(=O)OC(C)(C)C)F |r|